OC[C@H]1NCCC[C@H]1CN (2S,3S)-2-hydroxymethyl-3-aminomethylpiperidine